FC(OCCNCC(=O)O)(F)F 2-{[2-(trifluoromethoxy)ethyl]amino}acetic acid